4-chlorophenyl-N,N-dimethyl-urea ClC1=CC=C(C=C1)NC(N(C)C)=O